FC1=CC=C(C=C1)[C@H](C1CCNCC1)C1=CC=CC=C1 |o1:7| (R or S)-4-((4-Fluorophenyl)(phenyl)methyl)piperidine